6-oxo-5,6-dihydrothieno[2,3-c][1,5]naphthyridine-3-carboxylic acid methyl ester COC(=O)C1=CN=C2C3=C(C(NC2=C1)=O)SC=C3